FC=1C=NC(=NC1)C1=C(C=CC=C1)C(=O)N1[C@@H]2[C@@H](C[C@H](C1)C2)NC2=NC=C(C=N2)C(F)(F)F (2-(5-fluoropyrimidin-2-yl)phenyl)((1S,4S,6R)-6-((5-(trifluoromethyl)pyrimidin-2-yl)amino)-2-azabicyclo[2.2.1]heptan-2-yl)methanone